(R)-2-(4,7,10-Tris(carboxymethyl)-1,4,7,10-tetraazacyclododecan-1-yl)glutaric acid C(=O)(O)CN1CCN(CCN(CCN(CC1)CC(=O)O)CC(=O)O)[C@@H](C(=O)O)CCC(=O)O